2-((1R,5S,6r)-3-azabicyclo[3.1.0]hexane-6-yl-methyl)pyridazin-3(2H)-one hydrochloride Cl.[C@H]12CNC[C@@H]2C1CN1N=CC=CC1=O